CC1(CC1)N1N(CC2=CC=CC=C12)C=1C=NC=CC1 N-(1-methylcyclopropyl)-2-(3-pyridinyl)-2H-indazole